S1C(=NC2=C1C=CC=C2)NC(C2=C(C=CC=C2)C)=O N-(benzo[d]thiazol-2-yl)-2-methylbenzamide